carbonylphenylboronic acid C(=O)=C1C(C=CC=C1)B(O)O